C1(CC1)C1=NC=NC(=C1C1=NC(=C2NC=NC2=N1)N(C)CC12C3C4C5(C3C1C5C24)C=2N(C=C(N2)C(F)(F)F)C(C)C)OC 2-(4-cyclopropyl-6-methoxypyrimidin-5-yl)-N-((4-(1-isopropyl-4-(trifluoromethyl)-1H-imidazol-2-yl)cuban-1-yl)methyl)-N-methyl-7H-purin-6-amine